di-tert-butyl-(2R,4R)-4-((6-chloro-3,5-difluoropyridin-2-yl) methyl)-2-methylpiperidine-1,4-dicarboxylate C(C)(C)(C)OC(=O)N1[C@@H](C[C@@](CC1)(C(=O)OC(C)(C)C)CC1=NC(=C(C=C1F)F)Cl)C